5-bromo-1-(dimethoxymethyl)-2-iodo-3-methoxy-benzene BrC=1C=C(C(=C(C1)C(OC)OC)I)OC